C1=CC=C(C=2SC3=C(C21)C=CC=C3)C=3C=C(C=CC3)C3=CC=CC=C3 2-[3-(dibenzothiophen-4-yl)phenyl]benzene